C[C@H]1CCC(=NC1)C=1C=CC2=C(N=C(S2)C2CN(CCC2)C)C1 5-((S)-5-methyl-3,4,5,6-tetrahydropyridin-2-yl)-2-(1-methylpiperidin-3-yl)benzo[d]thiazole